C(C(C)C)(=O)O[C@@H]1C[C@@H]2[C@H]([C@H]([C@@H](C2=CC1)N1N=C(N=C1)C(N)=O)O)O (1R,2S,3R,3aS,5S)-1-(3-carbamoyl-1H-1,2,4-triazol-1-yl)-2,3-dihydroxy-2,3,3a,4,5,6-hexahydro-1H-inden-5-yl isobutyrate